ethyl 3-(4-methoxyphenyl)-4-phenyloxazolidine-2-carboxylate COC1=CC=C(C=C1)N1C(OCC1C1=CC=CC=C1)C(=O)OCC